BrC=1C=C(C=C(C1OC1=NNC(C(=C1)C(C([2H])([2H])[2H])C([2H])([2H])[2H])=O)Br)N1N=C(C(NC1=O)=O)C#N (3,5-dibromo-4-((6-oxo-5-(propan-2-yl-1,1,1,3,3,3-d6)-1,6-dihydropyridazin-3-yl)oxy)phenyl)-3,5-dioxo-2,3,4,5-tetrahydro-1,2,4-triazine-6-carbonitrile